2-{6-[(3aR,7aS)-6-Methyloctahydro-1H-pyrrolo[2,3-c]pyridin-1-yl][1,3]thiazolo[4,5-c]pyridazin-3-yl}-5-(1H-pyrazol-4-yl)phenol-Dihydrochlorid Cl.Cl.CN1C[C@@H]2[C@H](CC1)CCN2C=2SC1=C(N=NC(=C1)C1=C(C=C(C=C1)C=1C=NNC1)O)N2